FC(C(=O)NC1=C(C=C(C=C1)NCC1=CC=C(C=C1)C(F)(F)F)NC)C(CCCC)F 2,3-Difluoro-N-(2-(methylamino)-4-((4-(trifluoromethyl)benzyl)amino)phenyl)heptanamid